C(=O)(O)C1CC2=CC(=CC=C2CC1)OC=1C=C(C=CC1)C1=CC(=CC=C1)C(F)(F)F 2-carboxy-7-((3'-(trifluoromethyl)-[1,1'-biphenyl]-3-yl)oxy)-1,2,3,4-tetrahydronaphthalene